C12(CCC(CC1)O2)C(=O)N2[C@@H]([C@@H]1[C@H](C2)CCC1)C(=O)N[C@@H](C[C@H]1C(NCC1)=O)C(COC(F)(F)F)=O (1S,3aR,6aS)-2-(7-oxabicyclo[2.2.1]-heptane-1-carbonyl)-N-((S)-3-oxo-1-((S)-2-oxopyrrolidin-3-yl)-4-(trifluoromethoxy)butan-2-yl)octahydrocyclopenta[c]pyrrole-1-carboxamide